ClC=1C=C2C(=NC=NC2=C(C1F)Cl)NC(C)C1=NC=NN1C1=CC=C(C=N1)C#N 6-[5-[1-[(6,8-dichloro-7-fluoro-quinazolin-4-yl)amino]ethyl]-1,2,4-triazol-1-yl]pyridine-3-carbonitrile